zinc p-toluate CC1=CC=C(C=C1)C(=O)[O-].CC1=CC=C(C=C1)C(=O)[O-].[Zn+2]